CS(=O)C1=NC(=CC(=N1)C1=CC=C(C(=O)O)C=C1)C(F)(F)F 4-(2-(methylsulfinyl)-6-(trifluoromethyl)pyrimidin-4-yl)benzoic acid